6,10-dimethylanthra[2,3-c:6,7-c']difuran-1,3,7,9-tetraone CC=1C2=CC3=CC=4C(OC(C4C=C3C=C2C(=C2C(OC(C21)=O)=O)C)=O)=O